arsenic-sulphide [As]=S